N-[3-fluoro-7-{4-(trifluoromethyl)phenoxy}chroman-4-yl]acrylamide FC1COC2=CC(=CC=C2C1NC(C=C)=O)OC1=CC=C(C=C1)C(F)(F)F